2-Chloro-4-methyl-6,7-dihydro-5H-pyrrolo[3,4-b]pyridine HCl salt Cl.ClC1=CC(=C2C(=N1)CNC2)C